((R)-pyrrolidin-3-yl)propionic acid trifluoroacetate FC(C(=O)O)(F)F.N1C[C@H](CC1)C(C(=O)O)C